C(C)(C)(C)S(=O)(=O)C1=CC=2N(C=C1OCCO)N=CC2I 2-((5-(tert-butylsulfonyl)-3-iodopyrazolo[1,5-a]pyridin-6-yl)oxy)ethan-1-ol